P(=O)([O-])([O-])[O-].[Fe+2].[K+] potassium-iron phosphate